CC1=NN(C(C1C(=O)NC1=CC(=CC=C1)C1=NC=CN=C1)=O)C1=CC(=CC=C1)C(F)(F)F 3-Methyl-5-oxo-N-(3-(pyrazin-2-yl)phenyl)-1-(3-(trifluoromethyl)phenyl)-4,5-dihydro-1H-pyrazole-4-carboxamide